ClC=1C=C(C=CC1)[C@H](C(=O)N1CC2=C(N=C(NC2=O)C2(CC2)C=2SC=C(C2)C2=CCC(CC2)(F)F)CC1)O (R)-6-(2-(3-chlorophenyl)-2-hydroxyacetyl)-2-(1-(4-(4,4-difluorocyclohex-1-en-1-yl)thiophen-2-yl)cyclopropyl)-5,6,7,8-tetrahydropyrido[4,3-d]pyrimidin-4(3H)-one